C(C)C1=NC=C(C=N1)C1=NOC(=N1)C1=CC2=C(N(N=N2)C(C)C)C=C1 5-[3-(2-ethylpyrimidin-5-yl)-1,2,4-oxadiazol-5-yl]-1-(propan-2-yl)-1H-1,2,3-benzotriazole